N,N-dimethyl-octadecyl-hydroxyethyl-ammonium chloride [Cl-].C[N+](C)(CCO)CCCCCCCCCCCCCCCCCC